S1C(=NC=C1)NS(=O)(=O)C1=CC=CC=C1 N-thiazol-2-yl-benzenesulfonamide